FC1=NC(=CC=C1N1[C@H]2CN([C@@H](C1)C2)C(=O)OC(C)(C)C)C(=O)OC tert-butyl (1R,4R)-5-(2-fluoro-6-(methoxycarbonyl) pyridin-3-yl)-2,5-diazabicyclo[2.2.1]heptane-2-carboxylate